5-[2-[6-[1-(4-amino-2-fluoro-phenyl)-4-piperidyl]-2-azaspiro[3.3]heptan-2-yl]pyrimidin-5-yl]-3-[3-[[ethyl(methyl)sulfamoyl]amino]-2,6-difluoro-benzoyl]-1-trityl-pyrrolo[2,3-b]pyridine NC1=CC(=C(C=C1)N1CCC(CC1)C1CC2(CN(C2)C2=NC=C(C=N2)C=2C=C3C(=NC2)N(C=C3C(C3=C(C(=CC=C3F)NS(N(C)CC)(=O)=O)F)=O)C(C3=CC=CC=C3)(C3=CC=CC=C3)C3=CC=CC=C3)C1)F